O(CC1(COC1)CC)CC1(COC1)CC 3,3'-[oxybis(methylene)]bis[(3-ethyl)oxetane]